rac-methyl (5aR,6S,7R,8aR)-5a-(4-bromophenyl)-8a-hydroxy-8-oxo-6-phenyl-5a,7,8,8a-tetrahydro-6H-cyclopenta[4,5]furo[3,2-b]pyridine-7-carboxylate BrC1=CC=C(C=C1)[C@]12[C@](C3=NC=CC=C3O1)(C([C@@H]([C@H]2C2=CC=CC=C2)C(=O)OC)=O)O |r|